C1(=CC=CC=C1)COC(=O)N1CCC(CC1)(CO)F 4-fluoro-4-(hydroxymethyl)piperidine-1-carboxylic acid phenylmethyl ester